methyl-6-nitro-1',2',5',6'-tetrahydro-2,3'-bipyridine CC=1C(=NC(=CC1)[N+](=O)[O-])C=1CNCCC1